1-[2-(5-methyl-1H-1,2,3-triazol-1-yl)acetyl]pyrrolidine-2-carboxamide CC1=CN=NN1CC(=O)N1C(CCC1)C(=O)N